1-[5-(2-fluorophenyl)-1-(pyridine-3-ylsulfonyl)-1H-pyrrol-3-yl]-N-methyl-methylamine hydrochloride Cl.FC1=C(C=CC=C1)C1=CC(=CN1S(=O)(=O)C=1C=NC=CC1)CNC